FC1=C(C=C(C=C1)CC(=O)O)[C@@H](CN[C@@H]([C@H]1CNC2=C(N1)N=CC=C2)C2=CC=CC=C2)C |o1:11| 2-(4-fluoro-3-((S or R)-1-(((R)-phenyl((R)-1,2,3,4-tetrahydropyrido[2,3-b]pyrazin-3-yl)methyl)amino)propan-2-yl)phenyl)acetic acid